C(#N)C(C(=O)N)=CC(C)(C)C 2-cyano-4,4-dimethyl-pent-2-enamide